3-(6-ethoxy-7-methyl-1-oxoisoindolin-2-yl)piperidine-2,6-dione C(C)OC1=CC=C2CN(C(C2=C1C)=O)C1C(NC(CC1)=O)=O